Bis(1-phenylvinyl)phosphine C1(=CC=CC=C1)C(=C)PC(=C)C1=CC=CC=C1